methyl 2-[1-[6-[bis(tert-butoxycarbonyl) amino] hexyl]-6-[(E)-3-ethoxy-1-methyl-3-oxo-prop-1-enyl] pyrrolo[2,3-b]pyridin-2-yl]-7-methoxy-1-methyl-benzimidazole-5-carboxylate C(C)(C)(C)OC(=O)N(CCCCCCN1C(=CC=2C1=NC(=CC2)\C(=C\C(=O)OCC)\C)C2=NC1=C(N2C)C(=CC(=C1)C(=O)OC)OC)C(=O)OC(C)(C)C